C(C)OC(=O)C1CCN(CC1)C1=CC=C(C=C1)\C=C\C(=O)OC(C)(C)C (E)-1-(4-(3-(t-butoxy)-3-oxoprop-1-en-1-yl)phenyl)piperidine-4-carboxylic acid ethyl ester